C(C)(C)(C)OC(=O)N(S(=O)(=O)C1=CC(=C(C=C1F)N([C@@H]1CN(CC1)C(=O)OC(C)(C)C)C)C)C=1N=CSC1 tert-butyl (S)-3-((4-(N-(tert-butoxycarbonyl)-N-(thiazol-4-yl)sulfamoyl)-5-fluoro-2-methylphenyl)(methyl)amino)pyrrolidine-1-carboxylate